C(C)(C)(C)NS(=O)(=O)O tert-butylaminosulfonic acid